1-(4-(3-((6-bromoquinolin-4-yl)amino)-5-methoxyphenyl)-1H-pyrazol-1-yl)-2-methylpropan-2-ol BrC=1C=C2C(=CC=NC2=CC1)NC=1C=C(C=C(C1)OC)C=1C=NN(C1)CC(C)(O)C